4-hydroxymethylphenyl beta-D-glucopyranoside O([C@H]1[C@H](O)[C@@H](O)[C@H](O)[C@H](O1)CO)C1=CC=C(C=C1)CO